BrC1=C(C=C(C=2NC(C3=CC=CC=C3C12)=O)C)OC 1-bromo-2-methoxy-4-methyl-6(5H)-phenanthridinone